farnesyl pyrophosphate ammonium salt [NH4+].O(P([O-])(=O)OP(=O)([O-])[O-])CC=C(C)CCC=C(C)CCC=C(C)C.[NH4+].[NH4+]